FC(C1CC(CCC1)C(=O)N)(F)F 3-(trifluoromethyl)cyclohexane-1-carboxamide